2-(4-acetylpiperazin-1-yl)-8-bromo-3,6-dimethylquinazolin-4(3H)-one C(C)(=O)N1CCN(CC1)C1=NC2=C(C=C(C=C2C(N1C)=O)C)Br